ClC=1C(=CC(=NC1)NC(C)C)C=1C=C2N(CC(CN(C2=O)CC2=C(C=CC(=C2)F)CO)(CO)CO)C1 8-(5-chloro-2-(isopropylamino)pyridin-4-yl)-2-(5-fluoro-2-(hydroxymethyl)benzyl)-4,4-bis(hydroxymethyl)-2,3,4,5-tetrahydro-1H-pyrrolo[1,2-a][1,4]diazepin-1-one